FC=1C=C2C(=C(NC2=C(C1)F)C1=CC=C(C=C1)F)C1CC(C1)C(=O)N 3-[5,7-difluoro-2-(4-fluorophenyl)-1H-indol-3-yl]cyclobutanecarboxamide